8-amino-N-(3-fluorobenzyl)-9-methylthieno[3,2-e][1,2,4]triazolo[4,3-b]pyridazine-7-carboxamide NC1=C(SC=2C1=C(C=1N(N2)C=NN1)C)C(=O)NCC1=CC(=CC=C1)F